OCCCC1=C(C=C(C=C1)C1=NC2=CC(=CC(=C2C(N1)=O)OC)OC)OC 2-[4-(3-hydroxy-propyl)-3-methoxy-phenyl]-5,7-dimethoxy-3H-quinazolin-4-one